(S)-5-(3-(difluoromethoxy)-6-(2-hydroxy-6-methyl-4-(trifluoromethyl)phenyl)-2H-pyrazolo[3,4-b]pyridin-2-yl)-1-methylpiperidin-2-one FC(OC=1N(N=C2N=C(C=CC21)C2=C(C=C(C=C2C)C(F)(F)F)O)[C@H]2CCC(N(C2)C)=O)F